3-(4-phenoxyphenyl)-1-(piperidin-4-yl)-1H-pyrazolo[3,4-d]pyrimidine O(C1=CC=CC=C1)C1=CC=C(C=C1)C1=NN(C2=NC=NC=C21)C2CCNCC2